tert-butyl 6-amino-4-fluorobiphenyl-3-yl(4-fluorobenzyl)carbamate NC1=CC(=C(C=C1C1=CC=CC=C1)N(C(OC(C)(C)C)=O)CC1=CC=C(C=C1)F)F